O=C1NC2=C(N1[C@@H]1CC[C@@H](CC1)C(NC1=CC(=C(C=C1)C)OC)=O)C=CC=C2C(=O)NCC=2OC=CN2 2-oxo-N-[(Oxazol-2-yl)methyl]-1-[cis-4-[(3-methoxy-4-methylphenyl)carbamoyl]cyclohexyl]-2,3-dihydro-1H-1,3-benzodiazole-4-carboxamide